C(#N)CN1C(C=2N(CC1)C(=C(C2)C(=O)OC(C)C)C)=O propan-2-yl 2-(cyanomethyl)-6-methyl-1-oxo-3,4-dihydropyrrolo[1,2-a]pyrazine-7-carboxylate